3-(tert-butoxy)-N-(4-(6-(4-((4-(4-((2,6-dioxopiperidin-3-yl)amino)phenyl)piperidin-1-yl)methyl)phenyl)pyrrolo[2,1-f][1,2,4]triazin-4-yl)-2-methylbenzyl)azetidine-1-carboxamide C(C)(C)(C)OC1CN(C1)C(=O)NCC1=C(C=C(C=C1)C1=NC=NN2C1=CC(=C2)C2=CC=C(C=C2)CN2CCC(CC2)C2=CC=C(C=C2)NC2C(NC(CC2)=O)=O)C